ClCCNS(=O)(=O)C1=CC=C(C=C1)C=1CCOCC1 N-(2-chloroethyl)-4-(3,6-dihydro-2H-pyran-4-yl)benzenesulfonamide